COC1=NC=CC(=C1)N 2-meth-oxypyridin-4-amine